C(C)OC(C(=C)OCCOCC)=O 2-(2-Ethoxyethoxy)acrylic acid ethyl ester